FC12CC(C1)(C2)C(=O)O 3-fluorobicyclo[1.1.1]-pentane-1-carboxylic acid